CN([C@@H]1C(N(CC1)C=1N=CC(=NC1)C(=O)NC=1C=C(C=2N(C1)C=C(N2)C)F)=O)C |o1:2| (S*)-5-(3-(dimethylamino)-2-oxopyrrolidin-1-yl)-N-(8-fluoro-2-methylimidazo[1,2-a]pyridin-6-yl)pyrazine-2-carboxamide